2-bromo-5-chloro-3,4-dimethoxybenzoic acid BrC1=C(C(=O)O)C=C(C(=C1OC)OC)Cl